Cytidine diphosphate disodium salt [Na+].[Na+].P([O-])(=O)(OP(=O)([O-])O)OC[C@@H]1[C@H]([C@H]([C@@H](O1)N1C(=O)N=C(N)C=C1)O)O